ethyl 7-bromo-3-ethylimidazo[1,5-a]pyridine-1-carboxylate BrC1=CC=2N(C=C1)C(=NC2C(=O)OCC)CC